ClCC(=O)NC(C)(C)C=1N=C(SC1C)NS(=O)(=O)C1CC1 2-Chloro-N-(2-(2-(cyclopropanesulfonamido)-5-methylthiazol-4-yl)propan-2-yl)acetamide